CC1=CC(=NC(=C1)C)NCC1=CC(=C(C(=C1)O)N1CC(NS1(=O)=O)=O)F 5-(4-(((4,6-dimethylpyridin-2-yl)amino)methyl)-2-fluoro-6-hydroxyphenyl)-1,2,5-thiadiazolidin-3-one 1,1-dioxide